3-[4-[(1-methylcyclopropyl)methoxy]-2-[4-(trifluoromethyl)anilino]-3-pyridyl]-4H-1,2,4-oxadiazol-5-one CC1(CC1)COC1=C(C(=NC=C1)NC1=CC=C(C=C1)C(F)(F)F)C1=NOC(N1)=O